CC=1C=C(NC2=NC=C(C(=N2)N[C@H](CO)C2=CC=CC=C2)C=2OC=CN2)C=CC1S(=O)(=O)C (2S)-2-[[2-(3-methyl-4-methylsulfonyl-anilino)-5-oxazol-2-yl-pyrimidin-4-yl]amino]-2-phenyl-ethanol